(S)-N-methyl-valine CN[C@@H](C(C)C)C(=O)O